COC(=O)C1CCN(CC1)CC1=CC=C(C=C1)C(C)C 1-[(4-isopropylphenyl)methyl]piperidine-4-carboxylic acid methyl ester